C(C)OC(=O)C1C(C=C(CC1)OCCC(=C)C)=O ethyl-4-((3-methylbut-3-en-1-yl) oxy)-2-oxocyclohex-3-en-1-carboxylate